COC=1C=C(CCNC(C2=CC=C(C=C2)C)=O)C=CC1OC N-(3,4-dimethoxyphenethyl)-4-methylbenzamide